CO[Si](CCCNCCN)(OC)OC N-[3-(Trimethoxysilyl)-propyl]-ethylendiamin